ClC1=NC(=C2N=CN(C2=N1)[C@@H]1SC[C@H]([C@H]1O)O)NCC=1C=[N+](C=C(C1)C(F)(F)F)[O-] (2R,3R,4S)-2-[2-chloro-6-[[1-oxido-5-(trifluoromethyl)pyridin-1-ium-3-yl]methylamino]purine-9-yl]tetrahydrothiophene-3,4-diol